O1NCCCCCC1 oxazocan